C1=CC=CC=2C3=CC=CC=C3C(=CC12)C1=CC=2CC3=CC(=CC=C3C2C=C1)C=1C2=CC=CC=C2C=2C=CC=CC2C1 2,7-di(9-phenanthryl)fluorene